C(C)N1C=C(C=2C1=NC(=CC2)OC2CCC1(CN(C1)C(=O)C1CC(C1)(C)O)CC2)F (7-((1-Ethyl-3-fluoro-1H-pyrrolo[2,3-b]pyridin-6-yl)oxy)-2-azaspiro[3.5]nonan-2-yl)((1s,3s)-3-hydroxy-3-methylcyclobutyl)methanon